C(C1=CC=CC=C1)N(CCCCN1C(C2=CC=CC=C2C1=O)=O)C=1C=CC=C2C=CC=NC12 2-(4-(Benzyl(quinolin-8-yl)amino)butyl)isoindoline-1,3-dione